5-amino-N-((1R,4R)-7-bromo-1-methylisochroman-4-yl)-N-methyl-6,8-dihydro-1H-furo[3,4-d]pyrrolo[3,2-b]pyridine-2-carboxamide NC1=C2C(=C3C(=N1)C=C(N3)C(=O)N(C)[C@H]3CO[C@@H](C1=CC(=CC=C31)Br)C)COC2